(4-((6,7-bis(2-methoxyethoxy)quinazolin-4-yl)oxy)-3-methylphenyl)-1-(2-fluorophenyl)-2-oxo-1,2,4,5,6,7-hexahydropyrazolo[1,5-a]pyridine-3-carboxamide COCCOC=1C=C2C(=NC=NC2=CC1OCCOC)OC1=C(C=C(C=C1)C1C=2N(CCC1)N(C(C2C(=O)N)=O)C2=C(C=CC=C2)F)C